1-methylpyrazol-4-boronic acid CN1N=CC(=C1)B(O)O